FC1=C(C(=CC=C1)N=C=O)F 1,2-difluoro-3-isocyanatobenzene